SC1=CC=C(C=C1)C1=CC(=CC(=C1)C1=CC=C(C=C1)S)C1=CC=C(C=C1)S 1,3,5-tris(4-mercaptophenyl)benzene